N1=C(C=CC=2CCCNC12)CC1CC(C1)C(=O)NCCC(=O)O 3-((1r,3S)-3-((5,6,7,8-tetrahydro-1,8-naphthyridin-2-yl)methyl)cyclobutane-1-carboxamido)propanoic acid